(4R,5S)-4-(5-Chlorofuran-2-yl)-1,3-bis(2,4-difluorophenyl)-5-methyl-N-(((S)-4-methylmorpholin-2-yl)methyl)-4,5-dihydro-1H-pyrazole-5-carboxamide ClC1=CC=C(O1)[C@H]1C(=NN([C@@]1(C(=O)NC[C@H]1CN(CCO1)C)C)C1=C(C=C(C=C1)F)F)C1=C(C=C(C=C1)F)F